O=C1C(=CN(C2=CC=C(C=C12)OC)CC(=O)O)CC1=C(C(=C(C=C1)OCC1=CC=CC=C1)Cl)Cl oxo-6-methoxy-3-(2,3-dichloro-4-benzyloxyphenyl)methyl-1(4H)-quinolineacetic acid